N1CCC(CC1)CC(=O)OCC ethyl 2-(piperidin-4-yl)acetate